ClC=1C(=NC(=NC1)NC1CCN(CC1)C(=O)C1CCN(CC1)CC(=O)O)C=1C=C(C=CC1)C1=CC=C(C=C1)F 2-(4-(4-((5-chloro-4-(4'-fluoro-[1,1'-biphenyl]-3-yl)pyrimidin-2-yl)amino)piperidine-1-carbonyl)piperidin-1-yl)acetic acid